C(CCCCCCC(=O)OC(CCCCCC)CCCCCC)(=O)OCC1COC(OC1)(C)C O1-[(2,2-dimethyl-1,3-dioxan-5-yl)methyl] O8-(1-hexylheptyl) octanedioate